CCCCCCCC1=CC(=O)C2=CC=CC=C2N1O The molecule is an inhibitor of the mitochondrial respiratory chain at cytochrome bc1 and of photosynthetic electron flow immediately before cytochrome b559. It is a monohydroxyquinoline and a quinoline N-oxide.